C(CCC)OOOCCCC 1-butoxy oxide